C1(CC1)S(=O)(=O)NC=1SC=C(N1)C(CC)NC(C1=CC=C(C=C1)C=1C=NC=C(C1)C)=O N-(1-(2-(cyclopropanesulfonamido)thiazol-4-yl)propyl)-4-(5-methylpyridin-3-yl)benzamide